C(C=C)(=O)NCC1CN(C=2C=CC=C(C2C1)C(=O)O)C1=CC=C(C=C1)C(F)(F)F 3-(acrylamidomethyl)-1-(4-(trifluoromethyl)phenyl)-1,2,3,4-tetrahydroquinoline-5-carboxylic acid